5-Chloro-N-(2-methylquinolin-8-yl)thiophene-2-carboxamide ClC1=CC=C(S1)C(=O)NC=1C=CC=C2C=CC(=NC12)C